Methyl 4-(2-methoxyphenyl)piperidine-4-carboxylate COC1=C(C=CC=C1)C1(CCNCC1)C(=O)OC